2-amino-2-methyl-propandiol NC(C(O)O)(C)C